Pyrazolo[1,5-a]pyridine-3-carboxylic acid [7-methoxy-4-(tetrahydropyran-4-yl)-1H-benzoimidazol-2-yl]-amide COC1=CC=C(C2=C1NC(=N2)NC(=O)C=2C=NN1C2C=CC=C1)C1CCOCC1